6-(difluoromethoxy)-5-fluoro-N-((4-methylpyrazolo[1,5-b]pyridazin-3-yl)methyl)nicotinamide FC(OC1=NC=C(C(=O)NCC=2C=NN3N=CC=C(C32)C)C=C1F)F